C(C1=CC=CC=C1)OC(N[C@H]1CC[C@H]2N(C1=O)[C@@H](CS2)C(N[C@@H](C[C@H]2C(NCC2)=O)C#N)=O)=O Benzyl((3R,6S,8aS)-3-(((S)-1-cyano-2-((S)-2-oxopyrrolidin-3-yl)ethyl)carbamoyl)-5-oxohexahydro-2H-thiazolo[3,2-a]pyridin-6-yl)carbamate